(4-(cyclopropanecarbonyl)piperazin-1-yl)(6-methoxy-4-((1-methylpiperidin-4-yl)amino)quinolin-3-yl)methanone C1(CC1)C(=O)N1CCN(CC1)C(=O)C=1C=NC2=CC=C(C=C2C1NC1CCN(CC1)C)OC